L-1,3,5-benzenetricarbonyl chloride C1(=CC(=CC(=C1)C(=O)Cl)C(=O)Cl)C(=O)Cl